ethyl 3-(5-chloro-2,3,4-trifluorophenyl)-3-oxopropanoate ClC=1C(=C(C(=C(C1)C(CC(=O)OCC)=O)F)F)F